S(=O)(=O)(O)O.CC1N(CC1NC)C=1C=2N(C3=C(N1)N=CC(=C3)Br)C=NN2 methyl-1-(8-bromopyrido[2,3-e][1,2,4]triazolo[4,3-a]pyrazin-4-yl)-N-methylazetidin-3-amine sulfate